C(C)(C)(C)C1=C(C=C(C=C1)N1C(C2=CC(=CC=C2[C@@H]([C@H]1C1=CC2=C(OCCO2)C=C1)C(=O)O)O)=O)Cl |o1:18,19| (3S,4S) or (3R,4R)-2-(4-tert-butyl-3-chlorophenyl)-3-(2,3-dihydro-1,4-benzodioxin-6-yl)-7-hydroxy-1-oxo-1,2,3,4-tetrahydroisoquinoline-4-carboxylic acid